4-fluoro-1-[2-(1H-imidazol-1-yl)propanoyl]-N-{phenyl[4-(propan-2-yl)phenyl]methyl}pyrrolidine-2-carboxamide FC1CC(N(C1)C(C(C)N1C=NC=C1)=O)C(=O)NC(C1=CC=C(C=C1)C(C)C)C1=CC=CC=C1